N[C@H](C(=O)O)CN(C)CC1=CC=CC=C1 (S)-2-amino-3-(benzyl(methyl)amino)propanoic acid